N-(4''-(((4-amino-4-oxobutyl)amino)methyl)-3''-fluoro-5''-methoxy-2,2'-dimethyl-[1,1':3',1''-terphenyl]-3-yl)-2,4-dimethyl-3,5-dioxo-2,3,4,5-tetrahydro-1,2,4-triazine-6-carboxamide NC(CCCNCC1=C(C=C(C=C1OC)C=1C(=C(C=CC1)C1=C(C(=CC=C1)NC(=O)C=1C(N(C(N(N1)C)=O)C)=O)C)C)F)=O